1-(3,4-difluorophenyl)-1-(2-(1-(6-(1-methyl-1H-pyrazol-4-yl)pyrrolo[2,1-f][1,2,4]triazin-4-yl)-1,2,3,6-tetrahydropyridin-4-yl)pyrimidin-5-yl)ethan-1-ol FC=1C=C(C=CC1F)C(C)(O)C=1C=NC(=NC1)C=1CCN(CC1)C1=NC=NN2C1=CC(=C2)C=2C=NN(C2)C